O=C1N(CCCCN1)C=1SC(=CN1)C(=O)OC(C)(C)C tert-Butyl 2-(2-oxo-1,3-diazepan-1-yl)thiazole-5-carboxylate